Cl.C(CC(C)C)N1C[C@@H](CCC1)N (R)-1-isopentylpiperidin-3-amine hydrochloride